ethyl 3-[(3-bromo-benzyl)-(toluene-4-sulfonyl)-amino]-propionate BrC=1C=C(CN(CCC(=O)OCC)S(=O)(=O)C2=CC=C(C)C=C2)C=CC1